2,2-diethoxy-N-((6-methoxy-1,4-dimethyl-9H-carbazol-3-yl)methyl)ethanamine C(C)OC(CNCC=1C=C(C=2NC3=CC=C(C=C3C2C1C)OC)C)OCC